NC1=C(C(=O)NCCOC)C=CC(=C1)Br 2-amino-4-bromo-N-(2-methoxyethyl)benzamide